(S)-5-((6-(5-amino-5,7-dihydrospiro[cyclopenta[b]pyridine-6,4'-piperidine]-1'-yl)-5-(hydroxymethyl)-1H-pyrazolo[3,4-b]pyrazin-3-yl)ethynyl)-2-cyanopyridine N[C@@H]1C=2C(=NC=CC2)CC12CCN(CC2)C2=C(N=C1C(=N2)NN=C1C#CC=1C=CC(=NC1)C#N)CO